6-fluoro-1-(hydroxymethyl)indane-1-carboxylic acid FC1=CC=C2CCC(C2=C1)(C(=O)O)CO